NC(C)C=1N=C(SC1)N(C)CCN(C)C 4-(1-aminoethyl)-N-[2-(dimethylamino)ethyl]-N-methyl-1,3-thiazol-2-amine